O1C(=CC=C1)C=1C=CC(=C(C1)NC1=NC=NC2=CC(=C(C=C12)OC1CCN(CC1)C(\C=C\C1N(CCC1)C)=O)OC)OC (E)-1-(4-((4-((5-(furan-2-yl)-2-methoxyphenyl)amino)-7-methoxy-quinazolin-6-yl)oxy)piperidin-1-yl)-3-(1-methylpyrrolidin-2-yl)prop-2-en-1-one